ClC1=C(C(=CC(=C1)N)Cl)CC#N 2,6-dichloro-4-aminophenylacetonitrile